C(C1=CC=CC=C1)(C1=CC=CC=C1)NC=1C2=C(C(=NC1)NC(C1=CC=CC=C1)(C1=CC=CC=C1)C1=CC=CC=C1)COC2 7-((benzhydryl)amino)-N-trityl-1,3-dihydrofuro[3,4-c]pyridin-4-amine